N-(2-(2,6-dioxopiperidin-3-yl)-6-fluoro-1-oxoisoindolin-4-yl)acetamide O=C1NC(CCC1N1C(C2=CC(=CC(=C2C1)NC(C)=O)F)=O)=O